4-hydroxy-3,3-dimethylbutanal OCC(CC=O)(C)C